COC(N(C1(CC1)C1=CC(=C(C=C1)F)C(F)(F)F)C[C@H]1NCC1)=O (S)-(azetidin-2-ylmethyl)(1-(4-fluoro-3-(trifluoromethyl)phenyl)-cyclopropyl)carbamic acid methyl ester